CC1(OB(OC1(C)C)C1=C2C=CC(=CC2=CC=C1)N1CCOCC1)C 4-[5-(4,4,5,5-tetramethyl-1,3,2-dioxaborolan-2-yl)-2-naphthyl]morpholine